N[C@@H](CCCNC(N)=N)C(=O)N[C@@H](CCC(N)=O)C(=O)O arginyl-Glutamine